2-bromo-N-((R)-1-phenylethyl)-N-p-toluenesulfonyl-propionamide BrC(C(=O)N(S(=O)(=O)C1=CC=C(C)C=C1)[C@H](C)C1=CC=CC=C1)C